FC(C=1C(=C(C=CC1)[C@@H](C)NC(=O)C=1N=C(C=C2C1NC=C2)C=2CCN(CC2)C(=O)OC(C)(C)C)F)F tert-butyl 4-[7-[[(1R)-1-[3-(difluoromethyl)-2-fluoro-phenyl]ethyl]carbamoyl]-1H-pyrrolo[2,3-c]pyridin-5-yl]-3,6-dihydro-2H-pyridine-1-carboxylate